BrC1=C(C(=O)C=2C=C(NC2)C(=O)OCC)C(=CC=C1)F ethyl 4-(2-bromo-6-fluorobenzoyl)-1H-pyrrole-2-carboxylate